NC1=CC=C(C=N1)N1CCN(CC1)C=1C=C(C=CC1)N1CCN(CC1)C(=O)OC(C)(C)C tert-butyl 4-[3-[4-(6-amino-3-pyridinyl) piperazin-1-yl] phenyl]-piperazine-1-carboxylate